N-{3-[2-(4-chloro-3-fluorophenoxy)acetamido]bicyclo[1.1.1]pentan-1-yl}-3-oxo-3,4-dihydro-2H-1,4-benzoxazine-2-carboxamide ClC1=C(C=C(OCC(=O)NC23CC(C2)(C3)NC(=O)C3OC2=C(NC3=O)C=CC=C2)C=C1)F